(2R,3S,4R,5R)-5-(6-amino-2-fluoro-9H-purin-9-yl)-2-(cyclopropylmethyl)-2-(hydroxymethyl)tetrahydrofuran-3,4-diol NC1=C2N=CN(C2=NC(=N1)F)[C@H]1[C@@H]([C@@H]([C@](O1)(CO)CC1CC1)O)O